C1=NOC=2C(NC=3C=CC=CC3C21)=O isoxazolo[5,4-c]quinolin-4(5H)-one